1-((6-cyclopropylimidazo[1,2-a]pyridin-2-yl)methyl)-N-(1-(2-fluoro-3-methoxy-6-(1H-tetrazol-1-yl)phenyl)ethyl)-1H-1,2,3-triazole-4-carboxamide C1(CC1)C=1C=CC=2N(C1)C=C(N2)CN2N=NC(=C2)C(=O)NC(C)C2=C(C(=CC=C2N2N=NN=C2)OC)F